tert-butyl (3S*,3aS*,6R*,7R*,7aS*)-3a-(benzylcarbamoyl)-1-isobutyl-7-(3-methoxy-3-oxopropyl)octahydro-4H-3,6-methanopyrrolo[3,2-b]pyridine-4-carboxylate C(C1=CC=CC=C1)NC(=O)[C@@]12N(C[C@H]3[C@H]([C@@H]1N(C[C@@H]2C3)CC(C)C)CCC(=O)OC)C(=O)OC(C)(C)C |o1:10,13,14,15,18|